C(C)C(C(=O)O)CCCC.C(C)(=O)OOC(C)(C)C tert-butyl peroxyacetate (2-ethyl hexanoate)